3,4-dihydro-2H-benzo[b][1,4]thiazin-1,1-dioxide S1(C2=C(NCC1)C=CC=C2)(=O)=O